8-(2,3-difluoroanilino)-6-(methoxymethyl)-2-[(4-methoxyphenyl)methyl]-4,4-dimethyl-7-thieno[3,2-d]pyrimidin-4-yl-3H-pyrrolo[1,2-a]pyrazin-1-one FC1=C(NC=2C(=C(N3C2C(N(CC3(C)C)CC3=CC=C(C=C3)OC)=O)COC)C=3C2=C(N=CN3)C=CS2)C=CC=C1F